BrC1=CC=C(C2=CC=CC=C12)C(=O)Cl 4-bromo-1-naphthoyl chloride